5-(cyanomethyl)-6,7-dihydro-5H-pyrrolo[2,1-c][1,2,4]triazole C(#N)CC1CCC2=NN=CN21